O=C1C=C(N=CN1)C(=O)[O-] 6-oxo-1,6-dihydropyrimidine-4-carboxylate